(1R,2S)-1-(2-chlorophenyl)-1-(4-(trifluoromethyl)-1H-pyrazol-1-yl)propan ClC1=C(C=CC=C1)[C@@H](CC)N1N=CC(=C1)C(F)(F)F